(S)-1'-(5-((2-amino-3-chloropyridin-4-yl)thio)pyrazin-2-yl)-1,3-dihydrospiro[indene-2,4'-piperidin]-1-amine NC1=NC=CC(=C1Cl)SC=1N=CC(=NC1)N1CCC2(CC1)[C@@H](C1=CC=CC=C1C2)N